N-(3-(2-chloro-6-cyclopropylpyridin-4-yl)-4-methylphenyl)-2-(trifluoromethyl)isonicotinamide potassium [K].ClC1=NC(=CC(=C1)C=1C=C(C=CC1C)NC(C1=CC(=NC=C1)C(F)(F)F)=O)C1CC1